FC1=CC=C(C=C1)C1=NC=2C(=NC=C(N2)C(=O)OC)N1C methyl 2-(4-fluorophenyl)-1-methyl-1H-imidazo[4,5-b]pyrazine-5-carboxylate